9,9-dipropyl-2-methyl-3,9-dihydro-cyclopenta[b]fluoren-1(2H)-one oxime C(CC)C1(C2=CC=CC=C2C=2C=C3C(=CC12)C(C(C3)C)=NO)CCC